Cl.FC=1C=C(C=CC1F)[C@H]1[C@@H](C1)NC1=C2C(=NC(=N1)SCC)N(N=C2)C N-((1R,2S)-2-(3,4-difluorophenyl)cyclopropyl)-6-(ethylsulfanyl)-1-methyl-1H-pyrazolo[3,4-d]pyrimidin-4-amine hydrochloride